bis(2,6-di-tert-butyl-4-methylphenyl)pentaerythritol bisphosphite P(O)(O)O.P(O)(O)O.C(C)(C)(C)C1=C(C(=CC(=C1)C)C(C)(C)C)C(O)(C(CO)(CO)CO)C1=C(C=C(C=C1C(C)(C)C)C)C(C)(C)C